COC(=O)C1=CC=2N(C=C1)C(=CN2)C2=C(C=CC(=C2)OC)OC 3-(2,5-Dimethoxyphenyl)imidazo[1,2-a]pyridine-7-carboxylic acid methyl ester